tert-butyl (S)-(1-(5-chloro-1H-indol-3-yl)propan-2-yl)carbamate ClC=1C=C2C(=CNC2=CC1)C[C@H](C)NC(OC(C)(C)C)=O